Bis(triisopropylcyclopentadienyl)strontium C(C)(C)C1=C(C(C=C1)(C(C)C)[Sr]C1(C(=C(C=C1)C(C)C)C(C)C)C(C)C)C(C)C